ClC=1C(=C(C=C(C1OCC(C)=O)F)C=1C(CC(NN1)=O)C)F 6-[3-chloro-2,5-difluoro-4-(2-oxopropoxy)phenyl]-5-methyl-4,5-dihydro-2H-pyridazin-3-one